ClC1=C(C#N)C=CC(=C1)N1CC2(C[C@H]1C)CCN(CC2)C2=NC=C(C=C2)C(=O)N2CCC(CC2)CN2CCN(CC2)C2=CC(=CC=C2)N[C@H]2C(NC(CC2)=O)=O 2-Chloro-4-((R)-8-(5-(4-((4-(3-(((R)-2,6-dioxopiperidin-3-yl)amino)phenyl)piperazin-1-yl)methyl)piperidine-1-carbonyl)pyridin-2-yl)-3-methyl-2,8-diazaspiro[4.5]decan-2-yl)benzonitrile